4-((4-nitrobenzyl)oxy)benzenesulfonyl fluoride [N+](=O)([O-])C1=CC=C(COC2=CC=C(C=C2)S(=O)(=O)F)C=C1